6-fluoro-1-(4-hydroxybutyl)-7-methoxy-2-methylquinolin-4(1H)-one FC=1C=C2C(C=C(N(C2=CC1OC)CCCCO)C)=O